N1(N=NN=C1)C[C@H](C)OC1=C(C#N)C=CC(=C1)C=1C=NC(=NC1)NC=1C(=NN(C1)C1CCC(CC1)N1CCOCC1)OCCC1=NC=CC=C1 2-(((S)-1-(1H-tetrazol-1-yl)propan-2-yl)oxy)-4-(2-((1-((1r,4r)-4-morpholinocyclohexyl)-3-(2-(pyridin-2-yl)ethoxy)-1H-pyrazol-4-yl)amino)pyrimidin-5-yl)benzonitrile